CC1=CC2=C(C3=CC=C(C=C3C(=C2C=C1)OC(=O)OCCCC)C)OC(=O)OCCCC 2,6-dimethyl-9,10-bis(n-butoxycarbonyloxy)anthracene